FC=1C=C(C=CC1F)NC(=O)C=1N(C=C2C1OCC1N(S2(=O)=O)CCCC1)C N-(3,4-difluorophenyl)-2-methyl-6,7,8,9,9a,10-hexahydro-2H-pyrido[1,2-e]pyrrolo[3,4-b][1,4,5]oxathiazepine-1-carboxamide 4,4-dioxide